3-amino-3-methylbutyric acid NC(CC(=O)O)(C)C